C(CC)N(S(=O)(=O)C1=CC=C(C(=O)OC2=CC=C(C=C2)/C(=C/C(=O)OCC)/[Sn](CCCC)(CCCC)CCCC)C=C1)CCC (Z)-4-[3-Ethoxy-3-oxo-1-(tributylstannyl)prop-1-en-1-yl]phenyl 4-(N,N-dipropylsulfamoyl)benzoate